4-phenylazophenyl acrylate C(C=C)(=O)OC1=CC=C(C=C1)N=NC1=CC=CC=C1